octafluoropentanyl allyl ether C(C=C)OC(C(C(CC(F)(F)F)F)(F)F)(F)F